N=1N=CN(C1)C=1C=C(C2=C(NN=N2)C1)N1CC(C1)OCCCCNCC1=CC(=C(C=C1)OC(F)(F)F)Cl 4-((1-(6-(4H-1,2,4-triazol-4-yl)-1H-benzo[d][1,2,3]triazol-4-yl)azetidin-3-yl)oxy)-N-(3-chloro-4-(trifluoromethoxy)benzyl)butan-1-amine